(R)-tert-butyl (1-hydroxy-3-mercaptopropan-2-yl)carbamate OC[C@H](CS)NC(OC(C)(C)C)=O